2-((phenoxycarbonyl)amino)thiophene O(C1=CC=CC=C1)C(=O)NC=1SC=CC1